FC=1C=2N(C=C(C1)C=1C=C(C=3N(N1)C=C(N3)C)C)C=C(N2)C2CCNCC2 6-[8-fluoro-2-(4-piperidinyl)imidazo[1,2-a]pyridin-6-yl]-2,8-dimethyl-imidazo[1,2-b]pyridazine